BrC=1C=C(C=CC1)NCC12CCC(CC1)(CC2)C(=O)O 4-(((3-bromophenyl)amino)methyl)bicyclo[2.2.2]octane-1-carboxylic Acid